(S)-tert-Butyl 4-(6-chloro-1-(2-isopropylphenyl)-7-(2-methoxypyridin-3-yl)-2-oxo-1,2-dihydropyrido[2,3-d]pyrimidin-4-yl)-3-methylpiperazine-1-carboxylate ClC1=CC2=C(N(C(N=C2N2[C@H](CN(CC2)C(=O)OC(C)(C)C)C)=O)C2=C(C=CC=C2)C(C)C)N=C1C=1C(=NC=CC1)OC